(2-fluoro-6-nitrophenyl)-acetamide FC1=C(C(=CC=C1)[N+](=O)[O-])CC(=O)N